C(=CCCCCCCCCCCCCCCCC)N1C(=C(C(C2=CC=CC=C12)=O)OC(=O)C(C)(C)C)C1=CC=CC=C1 N-octadecenyl-2-phenyl-3-t-butylcarbonyloxy-quinolin-4-one